ClC1=NC(=CC=C1C(=O)NS(=O)(=O)C1=NN(C=C1)CCCC1CC(N(C1)C(=O)OC(C)(C)C)(C)C)Cl tert-Butyl 4-[3-[3-[(2,6-dichloropyridine-3-carbonyl)sulfamoyl]pyrazol-1-yl]propyl]-2,2-dimethyl-pyrrolidine-1-carboxylate